ClC=1C=C(C=CC1C(NCC1=CN([N+](=C1)C)CCS(=O)(=O)C)=O)NC(=O)C=1N(C(=CN1)C1=C(C(=C(C=C1)OC)F)F)C N-[3-chloro-4-[[1-methyl-2-(2-methylsulfonylethyl)pyrazol-1-ium-4-yl]methylcarbamoyl]phenyl]-5-(2,3-difluoro-4-methoxy-phenyl)-1-methyl-imidazole-2-carboxamide